4-(2-(5-bromo-2,3-dihydroxybenzylidene-amino)-4-methoxy-3-oxobutyl)phenyl isobutyrate C(C(C)C)(=O)OC1=CC=C(C=C1)CC(C(COC)=O)N=CC1=C(C(=CC(=C1)Br)O)O